14-Hydroxy-heptadecanoic acid OC(CCCCCCCCCCCCC(=O)O)CCC